3-Amino-6-methoxy-5-trifluoromethyl-pyridine-2-carboxylic acid ((S)-3,3,3-trifluoro-2-hydroxy-2-methyl-propyl)-amide FC([C@@](CNC(=O)C1=NC(=C(C=C1N)C(F)(F)F)OC)(C)O)(F)F